O(C1=CC=CC=C1)C1=CC(=C(C=C1)C1=C(CC2=CC=C(C=C2)CC2=C(C=CC=C2)C2=C(C=C(C=C2)OC2=CC=CC=C2)S)C=CC=C1)S 1,4-bis(2-(4-phenoxy(mercapto)phenyl)benzyl)benzene